(Z)-1-(3-(5-(dimethylamino)-2-isopropylphenyl)-4-oxothiazolidin-2-ylidene)-3-(2-methyl-4-(1-(4-(trifluoromethoxy)phenyl)-1H-1,2,4-triazol-3-yl)phenyl)urea CN(C=1C=CC(=C(C1)N1/C(/SCC1=O)=N/C(=O)NC1=C(C=C(C=C1)C1=NN(C=N1)C1=CC=C(C=C1)OC(F)(F)F)C)C(C)C)C